ClC1=C(C=CC(=C1F)O)C1=CN=C(N1C)C(=O)NC1=CC(=C(C=C1)C(=O)N1CCNCC1)Cl 5-(2-chloro-3-fluoro-4-hydroxy-phenyl)-N-[3-chloro-4-(piperazine-1-carbonyl)phenyl]-1-methyl-imidazole-2-carboxamide